4-(3-chloro-5-(trifluoromethyl)pyridin-2-yl)piperazine-1-carboxylic acid tert-butyl ester C(C)(C)(C)OC(=O)N1CCN(CC1)C1=NC=C(C=C1Cl)C(F)(F)F